3-(4-chlorophenyl)-1-[3-(1,3-thiazol-2-yl)phenyl]Urea ClC1=CC=C(C=C1)NC(NC1=CC(=CC=C1)C=1SC=CN1)=O